5-(2-ethoxyethoxymethyl)-7-nitro-2-phenyl-1H-indole C(C)OCCOCC=1C=C2C=C(NC2=C(C1)[N+](=O)[O-])C1=CC=CC=C1